C(#N)C=1C=C(C=CC1OC)[C@@H]1CC[C@H](CC1)CN(C(=O)[C@@H]1CC[C@H](CC1)CC(=O)O)C1=CC(=CC=C1)C=1N=C(OC1)C1CC1 2-(trans-4-(((trans-4-(3-Cyano-4-methoxyphenyl)cyclohexyl)methyl)(3-(2-cyclopropyloxazol-4-yl)phenyl)carbamoyl)-cyclohexyl)acetic acid